C12(CC3CC(CC(C1)C3)C2)NCCCC2=CC=C(CNC3=C1CN(C(C1=CC=C3)=O)C3C(NC(CC3)=O)=O)C=C2 3-(4-((4-(3-((adamantan-1-yl)amino)propyl)benzyl)amino)-1-oxoisoindolin-2-yl)piperidine-2,6-dione